isopropyl (2R,3S,5R)-2-((((1S,3S,6R)-6-(5-chloropyrimidin-2-yl)bicyclo[4.1.0]heptan-3-yl)oxy)methyl)-5-methyl-3-(methylsulfonamido)pyrrolidine-1-carboxylate ClC=1C=NC(=NC1)[C@]12CC[C@@H](C[C@@H]2C1)OC[C@@H]1N([C@@H](C[C@@H]1NS(=O)(=O)C)C)C(=O)OC(C)C